4-(2-(4-hydroxy-1,1-dioxido-6-(2,4,6-trichlorophenyl)-4-(trifluoromethyl)-1,2,6-thiadiazinan-2-yl)acetamido)adamantane-1-carboxamide OC1(CN(S(N(C1)C1=C(C=C(C=C1Cl)Cl)Cl)(=O)=O)CC(=O)NC1C2CC3(CC(CC1C3)C2)C(=O)N)C(F)(F)F